methyl-2-(trichlorosilyl)-1,3-bis(trimethylsilyl)-1,3-diaza-2-silacyclopentane C[Si]1(N(CCN1[Si](C)(C)C)[Si](C)(C)C)[Si](Cl)(Cl)Cl